(2S,3R,4R)-Ethyl 1-acetyl-2,3-dimethyl-4-((4-methylpyrimidin-2-yl)amino)-1,2,3,4-tetrahydroquinoline-6-carboxylate C(C)(=O)N1[C@H]([C@@H]([C@H](C2=CC(=CC=C12)C(=O)OCC)NC1=NC=CC(=N1)C)C)C